Diisopropoxydibutanoyloxysilan C(C)(C)O[Si](OC(CCC)=O)(OC(CCC)=O)OC(C)C